ClC=1C(=C(C(=CC1)CC(=C)C)O)C(F)(F)F 3-chloro-6-(2-methylallyl)-2-(trifluoromethyl)phenol